C(\C=C\C=C\CCCCC)=N/NC1=C2N=CN(C2=NC=N1)[C@@H]1O[C@@H]([C@H]([C@H]1O)O)CO (2R,3R,4S,5R)-2-{6-{2-[(1E,2E,4E)-decane-2,4-dien-1-ylidene]hydrazino}-9H-purin-9-yl}-5-(hydroxymethyl)tetrahydrofuran-3,4-diol